3-[2-[4-(6-fluoro-1,2-benzooxazol-3-yl)piperidin-1-yl]ethyl]-9-hydroxy-2-methyl-6,7,8,9-tetrahydropyrido[1,2-a]pyrimidin-4-one FC1=CC2=C(C(=NO2)C2CCN(CC2)CCC2=C(N=C3N(C2=O)CCCC3O)C)C=C1